5-(4-methoxyphenyl)-1,2,4-oxadiazole COC1=CC=C(C=C1)C1=NC=NO1